3-((2S)-2-hydroxy-3-(8-(naphthalen-2-ylsulfonyl)-1-oxa-8-azaspiro[4.5]decan-3-ylamino)propoxy)-N-((S)-1-hydroxypropan-2-yl)benzenesulfonamide O[C@H](COC=1C=C(C=CC1)S(=O)(=O)N[C@H](CO)C)CNC1COC2(C1)CCN(CC2)S(=O)(=O)C2=CC1=CC=CC=C1C=C2